5-isopropyl-2-diphenylphosphinyloxy-terephthalic acid C(C)(C)C=1C(=CC(=C(C(=O)O)C1)OP(=O)(C1=CC=CC=C1)C1=CC=CC=C1)C(=O)O